CC1=C(C=2C3C(C(OC2C(=C1CCCCC)C)(C)C)CCC(=C3)C)O 2,4,6,6,9-Pentamethyl-3-pentyl-6a,7,8,10a-tetrahydrobenzo[c]chromen-1-ol